C(C)(=O)C1=CC=CC=2NC(OC21)=O 7-acetylbenzo[d]oxazol-2(3H)-one